tin antimony platinum nickel oxide [Ni]=O.[Pt].[Sb].[Sn]